BrC1=CC(=C(C=N1)CN1CCC(CC1)C(=O)OC)C methyl 1-((6-bromo-4-methylpyridin-3-yl)methyl)piperidine-4-carboxylate